naphthalene-1,5-dicarboxylic acid dichloride C1(=CC=CC=2C(=CC=CC12)C(=O)Cl)C(=O)Cl